C1(=CC=CC=C1)N1S(C2=C(C3=C1C=CC=C3)C=CC=C2)(=O)=O 6-PHENYL-6H-DIBENZO[C,E][1,2]THIAZIN-5,5-DIOXID